C(C)C1=NN=C(O1)[C@@]12C[C@@H](C[C@@H](N1C(=O)NC1=NC=C(C(=C1)C1=NC=C(C=N1)F)C(F)(F)F)C2)C (1S,3R,5R)-1-(5-ethyl-1,3,4-oxadiazol-2-yl)-N-(4-(5-fluoropyrimidin-2-yl)-5-(trifluoromethyl)pyridin-2-yl)-3-methyl-6-azabicyclo[3.1.1]heptane-6-carboxamide